5-(3-Bromo-8-((1S,2S)-2-(difluoromethyl)cyclopropyl)imidazo[1,2-b]pyridazin-6-yl)pyrimidine BrC1=CN=C2N1N=C(C=C2[C@@H]2[C@H](C2)C(F)F)C=2C=NC=NC2